1-(4-methylbenzenesulfonyl)-3-(1-(3-(4H-1,2,4-triazole-3-yl)propyl)pyrrolidine-3-yl)-1H-indole CC1=CC=C(C=C1)S(=O)(=O)N1C=C(C2=CC=CC=C12)C1CN(CC1)CCCC1=NN=CN1